ClC1=NC=CC(=C1F)C=1C(=NN(N1)C)C(C)(C)NC(OC(C)(C)C)=O tert-butyl (2-(5-(2-chloro-3-fluoropyridin-4-yl)-2-methyl-2H-1,2,3-triazol-4-yl)propan-2-yl)carbamate